7-oxabicyclo[4.1.0]heptane-3-methanol C12CC(CCC2O1)CO